(S)-1,4-Dihydro-2,6-dimethyl-5-nitro-4-[thieno[3,2-c]pyridin-3-yl]-3-pyridinecarboxylic acid CC=1NC(=C([C@@H](C1C(=O)O)C1=CSC2=C1C=NC=C2)[N+](=O)[O-])C